OC1=C(C=C(C=C1S(=O)(=O)O)O)CNCC=1C(=C(C(=O)O)C=C(C1)O)O 3-((2,5-Dihydroxy-3-sulfophenylmethylamino)methyl)-2,5-dihydroxybenzoic acid